S1N=CN=C1NC(C1=C(C=CC=C1)C(=C)C(F)(F)F)=O N-(1,2,4-thiadiazol-5-yl)-2-[1-(trifluoromethyl)vinyl]benzamide